C(N)(=O)C1=NC(=NC=C1O[C@@H]1C[C@H](CCC1)C(=O)O)C=1SC(=CC1CNC1=NOC(=N1)CC1CCC1)Cl (1S,3S)-3-((4-carbamoyl-2-(5-chloro-3-(((5-(cyclobutylmethyl)-1,2,4-oxadiazol-3-yl)amino)methyl)thiophen-2-yl)pyrimidin-5-yl)oxy)cyclohexanecarboxylic acid